N=1C(=CN2C1C=CC=C2)C2=CC=C(N)C=C2 4-(imidazo[1,2-a]pyridin-2-yl)aniline